3-(3-(1,5-di-tert-butyl-1,1,3,5,5-pentamethyltrisiloxan-3-yl) propoxy)-2-hydroxypropyl methacrylate C(C(=C)C)(=O)OCC(COCCC[Si](O[Si](C)(C)C(C)(C)C)(O[Si](C)(C)C(C)(C)C)C)O